tert-butyl-7-[5-(2,8-dimethylimidazo[1,2-b]pyridazin-6-yl)-7-fluoro-indazol-2-yl]-4-azaspiro[2.5]octane-4-carboxylate C(C)(C)(C)OC(=O)N1C2(CC2)CC(CC1)N1N=C2C(=CC(=CC2=C1)C=1C=C(C=2N(N1)C=C(N2)C)C)F